FC(C(=O)O)(F)F.FC1=CC(=C2CCN(C2=C1)C=1C=C(C=2N(N1)C(=CN2)C(=O)N[C@H]2[C@@H](CC2)OC)NC)C=O 6-(6-fluoro-4-formylindolin-1-yl)-N-((1R,2R)-2-methoxycyclobutyl)-8-(methylamino)imidazo[1,2-b]pyridazine-3-carboxamide trifluoroacetate